2-(6-{5-chloro-2-[(oxacyclohex-4-yl)amino]pyrimidin-4-yl}-1-oxo-2,3-dihydro-1H-isoindol-2-yl)-N-[1-(3-methylpyridin-2-yl)ethyl]acetamide ClC=1C(=NC(=NC1)NC1CCOCC1)C1=CC=C2CN(C(C2=C1)=O)CC(=O)NC(C)C1=NC=CC=C1C